S1C(=CC=2C1=NC=CC2)C(=O)OC methyl thieno[2,3-b]pyridine-2-carboxylate